ClC=1C=CC2=C(C1)OCC=1N=C(SC12)NC1CC(N(CC1)C(=O)OC(C)(C)C)(C)C tert-butyl 4-((7-chloro-4H-chromeno[3,4-d]thiazol-2-yl) amino)-2,2-dimethylpiperidine-1-carboxylate